C1NCC12CCN(CC2)CCCNC=2C=C1C(N(C(C1=CC2)=O)C2C(NC(CC2)=O)=O)=O 5-((3-(2,7-diazaspiro[3.5]nonan-7-yl)propyl)amino)-2-(2,6-dioxopiperidin-3-yl)isoindoline-1,3-dione